5-(1-phenylcyclopropyl)-1,2-oxazole-3-carboxylic acid C1(=CC=CC=C1)C1(CC1)C1=CC(=NO1)C(=O)O